CC=1C=NC=C(C1)C1=CC=NN1 3-methyl-5-(1H-pyrazol-5-yl)pyridine